C(C)(C)(C)NC1=NC=C(C(=N1)N[C@H]1C[C@H]([C@@H](CC1)C)O)C(=O)N 2-(tert-butylamino)-4-((1R,3R,4R)-3-hydroxy-4-methylcyclohexylamino)pyrimidine-5-carboxamide